but-2-ynyl (6S)-6-[4-(3-pyrazin-2-yl-2-pyridyl)piperazin-1-yl]-2-azaspiro-[3.4]octane-2-carboxylate N1=C(C=NC=C1)C=1C(=NC=CC1)N1CCN(CC1)[C@@H]1CC2(CN(C2)C(=O)OCC#CC)CC1